4-amino-3-chloro-5-fluoro-6-(7-fluoro-1H-indole-6-yl)pyridin-2-carboxylic acid cyanomethyl ester C(#N)COC(=O)C1=NC(=C(C(=C1Cl)N)F)C1=CC=C2C=CNC2=C1F